FC1(OC2=C(O1)C=CC(=C2)[C@@H]2C(C2)C=2C=1N(N=C(C2)C=2C(NC(NC2)=O)=O)C=CN1)F 5-(8-((2S,2S)-2-(2,2-difluorobenzo[d][1,3]dioxol-5-yl)cyclopropyl)imidazo[1,2-b]pyridazin-6-yl)pyrimidine-2,4(1H,3H)-dione